C(C#CC)N1CC(CC1)OC(=O)N1CC2C(C1)CC(C2)NC2=CC(=NC=1N2N=CC1C(C)C)O[C@H]1CNCCC1 5-((3-isopropyl-5-(((R)-piperidin-3-yl)oxy)pyrazolo[1,5-a]pyrimidin-7-yl)amino)hexahydrocyclopenta[c]pyrrole-2(1H)-carboxylic acid 1-(but-2-ynyl)pyrrolidin-3-yl ester